(Z)-1-(3-(2-(1-methoxyethyl)-5-methylphenyl)-4-oxothiazolidin-2-ylidene)-3-(4-(1-(4-(trifluoromethoxy)phenyl)-1H-1,2,4-triazol-3-yl)-2-(trifluoromethyl)phenyl)urea COC(C)C1=C(C=C(C=C1)C)N1/C(/SCC1=O)=N/C(=O)NC1=C(C=C(C=C1)C1=NN(C=N1)C1=CC=C(C=C1)OC(F)(F)F)C(F)(F)F